ClC1=CC=2C(=NN(N2)C2=C(C(=CC(=C2)C)C(C)(C)C)O)C=C1 2-(5-chloro-2H-benzotriazol-2-yl)-4-methyl-6-tert-butylphenol